N-{8-fluoro-2-methylimidazo[1,2-a]pyridin-6-yl}-2-(2-methoxyethoxy)-5-[3-(methylamino)pyrrolidin-1-yl]quinoline-8-carboxamide FC=1C=2N(C=C(C1)NC(=O)C=1C=CC(=C3C=CC(=NC13)OCCOC)N1CC(CC1)NC)C=C(N2)C